(2S)-2-[(5S)-7-tert-Butoxycarbonyl-1-oxo-2,7-diazaspiro[4.4]nonan-2-yl]-3-methyl-butanoic acid C(C)(C)(C)OC(=O)N1C[C@]2(CCN(C2=O)[C@H](C(=O)O)C(C)C)CC1